1-cyanoethyl-2-phenyl-4,5-bis(cyanoethoxymethylene)imidazole C(#N)C(C)N1C(=NC(C1=COCCC#N)=COCCC#N)C1=CC=CC=C1